OC=1C=C(SC1)C1=CN=CC(=N1)C1=CC(=C(C(=O)OC)C=C1)OC Methyl 4-(6-(4-hydroxythiophen-2-yl)pyrazin-2-yl)-2-methoxybenzoate